CC1=CC=C2N=C(C=NC2=C1)N1CCOCC1 7-methyl-3-morpholinoquinoxalin